OC1=CC=C([C@@H](N)C(=O)O)C=C1 4-hydroxy-D-phenylglycine